BrC=1C=C2C(C(NC2=CC1)=O)(F)F 5-bromo-3,3-difluoroindole-2-one